FC1=CC=C(C=C1)C1=NOC(=C1COC1=NC=C(N=C1)C1=NN=C2N1CCNC2)C 3-(4-fluorophenyl)-5-methyl-4-(((5-(5,6,7,8-tetrahydro-[1,2,4]triazolo[4,3-a]pyrazin-3-yl)pyrazin-2-yl)oxy)methyl)isoxazole